(R)-(2-hydroxypropyl)carbamic acid tert-butyl ester C(C)(C)(C)OC(NC[C@@H](C)O)=O